C(=O)(O)[C@H](CC1=CC=CC=C1)N1N=NC(=C1)CSC1=CC(=CC=C1)OC (S)-1-(1-carboxy-2-phenylethyl)-4-[3-(methoxy)phenylthiomethyl]-1H-1,2,3-triazole